aluminum niobium zirconium molybdenum [Mo].[Zr].[Nb].[Al]